O([N+](=O)[O-])CCCO 3-nitroxypropanol